NC1=CC2=C(N=C(S2)NC(OC(C)(C)C)=O)C(=C1)O[Si](C1=CC=CC=C1)(C1=CC=CC=C1)C(C)(C)C tert-Butyl (6-amino-4-((tert-butyldiphenylsilyl)oxy)benzo[d]thiazol-2-yl)carbamate